(E)-N-[amino([5-(3-methoxyphenyl)-1,3-oxazol-2-yl]methylsulfanyl)methylene]guanidine hydrochloride Cl.NC(=N\C(=N\[H])\N)SCC=1OC(=CN1)C1=CC(=CC=C1)OC